FC1=C(C=CC(=C1)N1C(O[C@H](C1)CO)=O)C1=CC(=CC=C1)SC (5R)-3-[2-fluoro-3'-(methylsulfanyl)[1,1'-biphenyl]-4-yl]-5-(hydroxymethyl)-1,3-oxazolidin-2-one